N-(1-(1H-imidazol-4-yl)propyl)-4-methoxyaniline N1C=NC(=C1)C(CC)NC1=CC=C(C=C1)OC